N-(2-((2S,3S)-1-ethyl-2-methylpyrrolidin-3-yl)thieno[2,3-b]pyridin-4-yl)-6-fluorobenzo[d]thiazol-5-amine C(C)N1[C@H]([C@H](CC1)C1=CC=2C(=NC=CC2NC=2C(=CC3=C(N=CS3)C2)F)S1)C